C(C1=CC=CC=C1)(=O)OCCN1C=C(C(=CC1=O)OS(=O)(=O)C(F)(F)F)C(=O)OC methyl 1-(2-(benzoyloxy) ethyl)-6-oxo-4-(((trifluoromethyl) sulfonyl) oxy)-1,6-dihydropyridine-3-carboxylate